(S)-tert-butyl (1-((2-(3',4'-dichloro-[1,1'-biphenyl]-4-yl)ethyl)amino)-1-oxobutan-2-yl)(methyl)carbamate ClC=1C=C(C=CC1Cl)C1=CC=C(C=C1)CCNC([C@H](CC)N(C(OC(C)(C)C)=O)C)=O